6-methoxy-2-((1r,2r)-2-methyl-4-oxocyclohexyl)-2H-indazole-5-carboxylic acid COC=1C(=CC2=CN(N=C2C1)[C@H]1[C@@H](CC(CC1)=O)C)C(=O)O